(Z)-3-fluoro-4-(2-methylpyridin-3-ylsulfonyl)but-2-en-1-amine F\C(=C/CN)\CS(=O)(=O)C=1C(=NC=CC1)C